C1=CC=CC=2OC3=CC=CC=C3N(C12)C1=C2C(C=3C(=NC=4C=CC=CC4C3)C2=CC=C1)=O (10H-phenoxazin-10-yl)-11H-indeno[1,2-b]quinolin-11-one